2-[6-[4-(2,6-diazaspiro[3.3]heptan-2-yl)phenyl]-4-fluoro-1-oxo-isoindolin-2-yl]-2-(6,7-dihydro-5H-pyrrolo[1,2-c]imidazol-1-yl)-N-(2-pyridyl)acetamide trifluoroacetate FC(C(=O)O)(F)F.C1N(CC12CNC2)C2=CC=C(C=C2)C2=CC(=C1CN(C(C1=C2)=O)C(C(=O)NC2=NC=CC=C2)C2=C1N(C=N2)CCC1)F